CC=1C=CC=C2C(NC(=NC12)CSC1CN(C1)C(=O)OC(C)(C)C)=O tert-Butyl 3-(((8-methyl-4-oxo-3,4-dihydroquinazolin-2-yl)methyl)thio)azetidine-1-carboxylate